N1=C(C=CC=C1)NCCC(=O)O 3-[(pyridin-2-yl)-amino]propanoic acid